C(CCCCCCC)OC(CCC(=O)OCC1OC(OC1COC(CCC(OCCCCCCCC)OCCCCCCCC)=O)CCCC1N(CCC1)C)OCCCCCCCC (2-(3-(1-methylpyrrolidin-2-yl)propyl)-1,3-dioxolane-4,5-diyl)bis(methylene) bis(4,4-bis(octyloxy)butanoate)